N1N=NC(=C1)CNC(=O)[C@H]1N2C3=C(C=CC=C3C1)CC[C@@H](C2=O)N(C(CC(C)C)=O)NC(CC2=CC=CC=C2)=O (2S,5S)-5-((S)-3-Methyl-2-phenylacetylamino-butyrylamino)-4-oxo-1,2,4,5,6,7-hexahydro-azepino[3,2,1-hi]indole-2-carboxylic acid (1H-[1,2,3]triazol-4-ylmethyl)-amide